3-nitro-4-{4-[(4-nitrophenyl)methyl]piperazin-1-yl}-N-(pyridin-2-ylmethyl)benzamide [N+](=O)([O-])C=1C=C(C(=O)NCC2=NC=CC=C2)C=CC1N1CCN(CC1)CC1=CC=C(C=C1)[N+](=O)[O-]